N1N=NC(=C1)CNC(=O)[C@H]1N2C3=C(C=CC=C3C1)CC[C@@H](C2=O)NC([C@H](CC2=CC=C(C=C2)F)NC(C2=CC=CC=C2)=O)=O (2S,5S)-5-[(S)-2-Benzoylamino-3-(4-fluoro-phenyl)-propionylamino]-4-oxo-1,2,4,5,6,7-hexahydro-azepino[3,2,1-hi]indole-2-carboxylic acid (1H-[1,2,3]triazol-4-ylmethyl)-amide